C(CCCCCCC)C([C@](N(C(CCCCCCCCCCC)=O)CCCCCCCCCCCC)(C(=O)O)CCCCCCCC)CC(=O)O.C(CCCCCCCCCCC)(=O)N[C@@H](CCC(=O)O)C(=O)O.C(CCCCCCCCCCC)O dodecanol lauroyl-glutamate (dioctyldodecyllauroyl-glutamate)